2-(6-chloro-2-(2-ethyl-2H-tetrazol-5-yl)pyridin-3-yl)isoindoline-1,3-dione ClC1=CC=C(C(=N1)C=1N=NN(N1)CC)N1C(C2=CC=CC=C2C1=O)=O